C12CCCC(CC1)N2 8-azabicyclo-[3.2.1]octane